NC=1C(=NC2=C(C(=C(N=C2C1O)Cl)N)O)Cl 3,7-diamino-2,6-dichloro-4,8-dihydroxy-1,5-naphthyridine